FC1(CC1)C(=O)N[C@H](C(=O)N1[C@@H](C[C@H](C1)O)C(=O)NCC1=C(C=C(C=C1)C1=C(N=CS1)C)O)C(C)(C)C (2S,4R)-1-((S)-2-(1-fluorocyclopropane-1-amido)-3,3-dimethylbutyryl)-4-hydroxy-N-(2-hydroxy-4-(4-methylthiazol-5-yl)benzyl)pyrrolidine-2-carboxamide